C1=C(C(C=C(C1O)Cl)O)Cl The molecule is a cyclohexadienediol that is cyclohexa-2,5-diene-1,4-diol in which positions 2 and 5 are substituted by chlorines. It has a role as a bacterial xenobiotic metabolite. It is an organochlorine compound, an organic hydroxy compound and a cyclohexadienediol.